(R)-2,2-dimethyl-N-(2-oxo-2-((2-phenoxyethyl)amino)-1-phenylethyl)butanamide CC(C(=O)N[C@@H](C(NCCOC1=CC=CC=C1)=O)C1=CC=CC=C1)(CC)C